N1CC(C1)CN1CC(C1)N1C[C@@H]([C@@H](CC1)N1N=C(C=2C1=NC=NC2N)C2=CC=C(C=C2)OC2=CC=CC=C2)F 1-((3S,4R)-1-(1-(azetidin-3-ylmethyl)azetidin-3-yl)-3-fluoropiperidin-4-yl)-3-(4-phenoxyphenyl)-1H-pyrazolo[3,4-d]pyrimidin-4-amine